FC=1C=C(C=C(C1)F)[C@@H]1CCC2=NN(C(N21)=O)C21CCC(CC2)(C1)F (5S)-5-(3,5-difluorophenyl)-2-(4-fluorobicyclo[2.2.1]heptan-1-yl)-2,5,6,7-tetrahydro-3H-pyrrolo[2,1-c][1,2,4]triazol-3-one